(2S,3R,4S,5R)-2-(4-amino-5H-pyrrolo[3,2-d]pyrimidin-7-yl)-5-(hydroxymethyl)tetrahydrofuran-3,4-diol NC=1C2=C(N=CN1)C(=CN2)[C@@H]2O[C@@H]([C@H]([C@H]2O)O)CO